ClC1=CN=C2C(=N1)SC(=C2)C=C2CCN(CC2)C(=O)OC(C)(C)C tert-butyl 4-((3-chlorothieno[2,3-b]pyrazin-6-yl)methylene)piperidine-1-carboxylate